Ethylxanthoylacetate C(C)OC(CC(=O)C1C2=CC=CC=C2OC=2C=CC=CC12)=O